O1C(=NC=C1)C1=C(C=CC=C1)C1CCN(CC1)[C@H]1CC2(CN(C2)C(=O)OC(C)(C)C)CC1 tert-butyl (R)-6-(4-(2-(oxazol-2-yl)phenyl)piperidin-1-yl)-2-azaspiro[3.4]octane-2-carboxylate